FC=1C(=C2C(=NC1NC1=NC(=CC(=C1)NC)C)[C@H](CCO2)O)C=2CCCNCC2 |r| rac-(4S)-7-fluoro-6-[[6-methyl-4-(methylamino)-2-pyridyl]amino]-8-(2,3,4,7-tetrahydro-1H-azepin-5-yl)-3,4-dihydro-2H-pyrano[3,2-b]pyridin-4-ol